COC(C1=C(C=C(C(=C1)C1=NN(C=C1)C)C(F)(F)F)F)=O 2-fluoro-5-(1-methylpyrazol-3-yl)-4-(trifluoromethyl)benzoic acid methyl ester